[C@H]1(CCC2=NC=CC=C12)NC=1N=CC=C2C=C(SC12)C=1C=2C(N3CCCN3C2N=C(C1C=1OC(=NN1)C)CCC1=CC=C(C=C1)F)=O 9-(7-[(R)-4-aza-1-indanylamino]-1-thia-6-aza-2-indenyl)-11-[2-(p-fluorophenyl)ethyl]-10-(5-methyl-1,3,4-oxadiazol-2-yl)-2,6,12-triazatricyclo[6.4.0.02,6]dodeca-1(8),9,11-trien-7-one